[14C](C)(=O)O acetic acid-14C